NC1=NC=CC=C1C1=NC=2C(=NC(=CC2)C2=CC=CC=C2)N1C=1C=CC(=NC1)CN1CCC(CC1)C(C(=O)O)(C)C 2-(1-((5-(2-(2-aminopyridin-3-yl)-5-phenyl-3H-imidazo[4,5-b]pyridin-3-yl)pyridin-2-yl)methyl)piperidin-4-yl)-2-methylpropanoic acid